C(CCCCCCC)(=O)OC(CC)OC(CCCCCCC)=O Propandiol Dicaprylate